O1P(OC2=C(C=C(C(=C2)C)CCCC(C2=CC(=C1C=C2C)C(C)(C)C)CCCCCCCCCCCCC)C(C)(C)C)OP([O-])[O-] (tridecyl)-4,4'-butylene-bis(2-tert-butyl-5-methylphenyl) diphosphite